5-bromo-7-chloro-2-(1-cyclopropylethyl)isoindolin-1-one BrC=1C=C2CN(C(C2=C(C1)Cl)=O)C(C)C1CC1